C(#N)C=1C=NN2C1C(=CC(=C2)C=2C=NN(C2)C2CCC(CC2)NC(C)=O)SC2=NC=CC=C2 N-((1s,4s)-4-(4-(3-cyano-4-(pyridin-2-ylthio)pyrazolo[1,5-a]pyridin-6-yl)-1H-pyrazol-1-yl)cyclohexyl)acetamide